ALLYLSULFONAT C(C=C)S(=O)(=O)[O-]